FC1(CCN(CC1)C=1N=C2N(C(C1C)=O)C=C(C=C2[C@@H](C)NC=2C(=NC(=CC2)F)C(=O)O)C)F (R)-3-((1-(2-(4,4-difluoropiperidin-1-yl)-3,7-dimethyl-4-oxo-4H-pyrido[1,2-a]pyrimidin-9-yl)ethyl)amino)-6-fluoropicolinic acid